FC1=C(C=CC(=C1)OC1=CC(=NC=C1)N1CC(C1)(C(F)(F)F)O)NC=1C2=C(N=CN1)NC=C2C2CCN(CC2)C(C=C)=O 1-(4-(4-((2-fluoro-4-((2-(3-hydroxy-3-(trifluoromethyl)azetidin-1-yl)pyridin-4-yl)oxy)phenyl)amino)-7H-pyrrolo[2,3-d]pyrimidin-5-yl)piperidin-1-yl)prop-2-en-1-one